FC(C1=NN=C(O1)C1=CC(=C(CN2C(N(C3=C2C=CC=C3)CC3CCN(CC3)C3COC3)=O)C=C1)F)F 1-(4-(5-(difluoromethyl)-1,3,4-oxadiazol-2-yl)-2-fluorobenzyl)-3-((1-(oxetan-3-yl)piperidin-4-yl)methyl)-1,3-dihydro-2H-benzo[d]imidazol-2-one